ethyl-(4-oxocyclohexyl) acetate C(C)(=O)OC1(CCC(CC1)=O)CC